(S)-ethyl 2-(tert-butoxy)-2-(7-(4-chlorophenyl)-5-methyl-2-(1-methyl-3-((R)-pyrrolidin-3-yl)-1H-indazol-5-yl)benzo[d]thiazol-6-yl)acetate C(C)(C)(C)O[C@H](C(=O)OCC)C1=C(C2=C(N=C(S2)C=2C=C3C(=NN(C3=CC2)C)[C@H]2CNCC2)C=C1C)C1=CC=C(C=C1)Cl